2-fluoro-5-[(5'S,7a'R)-3'-oxo-5'-phenyl-tetrahydro-1H,3'H-spiro[piperidine-4,2'-pyrrolo[2,1-b][1,3]-oxazole]-1-carbonyl]-benzonitrile FC1=C(C#N)C=C(C=C1)C(=O)N1CCC2(C(N3[C@H](O2)CC[C@H]3C3=CC=CC=C3)=O)CC1